N-((2R,3S,4R,5R,6R)-4,5-bis(benzyloxy)-6-((benzyloxy)methyl)-2-ethynyltetrahydro-2H-pyran-3-yl)acetamide C(C1=CC=CC=C1)O[C@@H]1[C@H]([C@H](O[C@@H]([C@@H]1OCC1=CC=CC=C1)COCC1=CC=CC=C1)C#C)NC(C)=O